[Se]=C1NCC(N1)=O 2-selenoxoimidazolidin-4-one